C1N(CC2C1CNC2)C2=CC=CC=1NC=NC12 4-(hexahydropyrrolo[3,4-c]pyrrol-2(1H)-yl)-1H-benzo[d]-imidazole